[N+](=O)([O-])C1(C(C=CC(=C1)[N+](=O)[O-])C)C#N 2,4-dinitrotolunitrile